ClC1=C(C(=O)NC2(CC2)C#N)C=C(C=C1)C=1C=NN(C1)C=1N(N=C(C1C(F)(F)F)C(C(F)(F)F)(F)F)C 2-chloro-N-(1-cyanocyclopropyl)-5-[2'-methyl-5'-(pentafluoroethyl)-4'-(trifluoromethyl)-2'H-[1,3'-bipyrazol]-4-yl]benzamide